C1=CC(=C(C=C1[N+](=O)[O-])[N+](=O)[O-])SC[C@@H](C(=O)NCC(=O)O)NC(=O)CC[C@@H](C(=O)O)N The molecule is a glutathione conjugate in which the thiol hydrogen of glutathione has been replaced by a 2,4-dinitrophenyl group. It derives from a glutathione. It is a conjugate acid of a S-(2,4-dinitrophenyl)glutathione(1-).